CN(CC[C@H](CCC1=CC=CC=C1)NC1=C(C=C(C=C1)S(=O)(=O)NC(=O)C1(CCCCC1)F)[N+](=O)[O-])C (S)-N-((4-((1-(dimethylamino)-5-phenylpentan-3-yl)amino)-3-nitrophenyl)sulfonyl)-1-fluorocyclohexane-1-carboxamide